[(2-hydroxyethyl)(phosphonomethyl)amino]methylphosphonic acid OCCN(CP(=O)(O)O)CP(O)(O)=O